CC(C(O)C1=CC=C(C=C1)C1=NOC(=N1)C(F)(F)F)(C)C 2,2-dimethyl-1-[4-[5-(trifluoromethyl)-1,2,4-oxadiazol-3-yl]phenyl]propan-1-ol